C12C(C3CC(CC(C1)C3)C2)NC(CN2C(C(=CC=C2)NC([C@H](CC/C=C/C(=O)OC)NC(=O)C2=NNN=C2)=O)=O)=O (S,E)-methyl 7-(1-(2-(2-adamantylamino)-2-oxoethyl)-2-oxo-1,2-dihydropyridin-3-ylamino)-7-oxo-6-(2H-1,2,3-triazole-4-carboxamido)hept-2-enoate